C1(=CC=C(C=C1)C1=NC(=NC(=N1)C1=CC=C(C=C1)C1=CC=CC=C1)C1=CC(=CC=C1)B1OC(C(O1)(C)C)(C)C)C1=CC=CC=C1 2,4-bis([1,1'-biphenyl]-4-yl)-6-[3-(4,4,5,5-tetramethyl-1,3,2-dioxaborolan-2-yl)phenyl]-1,3,5-triazine